COC(C(C)(C)C1=C(C(=CC=C1)F)F)=O 2-(2,3-Difluorophenyl)-2-methylpropanoic acid methyl ester